FC1=CC(=C(O[C@@H]2C[C@H](C2)NC2=NC=3N([C@H](C(N(C3C(=N2)C)C)=O)C)C)C=C1)OC (7S)-2-((trans-3-(4-fluoro-2-methoxyphenoxy)cyclobutyl)amino)-4,5,7,8-tetramethyl-7,8-dihydropteridin-6(5H)-one